4,6-dichloro-N-(3-(2-fluorobenzyl)-4-oxo-3,4-dihydroquinazolin-5-yl)-5-hydroxypicolinamide ClC1=CC(=NC(=C1O)Cl)C(=O)NC1=C2C(N(C=NC2=CC=C1)CC1=C(C=CC=C1)F)=O